1-(2-methoxyethyl)-5-methyl-pyrazol-3-ol COCCN1N=C(C=C1C)O